5-[2-[2-(2-benzyloxyethoxy)ethoxy]ethoxy]-3-iodo-1-tetrahydropyran-2-yl-pyrazolo[3,4-c]pyridine C(C1=CC=CC=C1)OCCOCCOCCOC=1C=C2C(=CN1)N(N=C2I)C2OCCCC2